6-chloro-5-fluoro-N,N-di-tert-butoxycarbonylpyrimidin-4-amine ClC1=C(C(=NC=N1)N(C(=O)OC(C)(C)C)C(=O)OC(C)(C)C)F